CCCC/C=C\\CCCCCCCC(=O)SCCNC(=O)CCNC(=O)[C@@H](C(C)(C)COP(=O)(O)OP(=O)(O)OC[C@@H]1[C@H]([C@H]([C@@H](O1)N2C=NC3=C(N=CN=C32)N)O)OP(=O)(O)O)O The molecule is an unsaturated fatty acyl-CoA resulting from the formal condensation of the thiol group of coenzyme A with the carboxy group of (9Z)-myristoleic acid. It derives from a myristoleic acid. It is a conjugate acid of a (9Z)-myristoleoyl-CoA(4-).